N[C@@H](CCN1C(C2=CC=CC=C2C1=O)=O)CC1=C(C=C(C=C1)C)C |r| 2-[rac-3-amino-4-(2,4-dimethylphenyl)butyl]isoindoline-1,3-dione